FC=1C=C(C(=O)C2=NC=CC(=C2)N2N=C(C(=C2)C(=O)OCC)C)C=C(C1)C(F)(F)F ethyl 1-(2-(3-fluoro-5-(trifluoromethyl) benzoyl) pyridin-4-yl)-3-methyl-1H-pyrazole-4-carboxylate